(R)-5-(((3-(3'-chloro-2'-(2-chloro-3-((3-fluoro-4-(((2-hydroxyethyl)amino)methyl)pyridin-2-yl)amino)phenyl)-6-methoxy-[2,4'-bipyridin]-5-yl)propyl)amino)methyl)pyrrolidin-2-one ClC=1C(=NC=CC1C1=NC(=C(C=C1)CCCNC[C@H]1CCC(N1)=O)OC)C1=C(C(=CC=C1)NC1=NC=CC(=C1F)CNCCO)Cl